6-methyl-7-(2,3,5-trifluorophenyl)pyrazolo[3,2-b][1,3]Thiazole-2-carboxylic acid ethyl ester C(C)OC(=O)C1=CN2C(S1)=C(C(=N2)C)C2=C(C(=CC(=C2)F)F)F